Methyl methanesulfonate (Methyl methanesulfonate) CCS(=O)(=O)O.CS(=O)(=O)OC